ClC=1C=2N(C=CC1CN1C[C@@H](N(CC1)C(=O)OC(C)(C)C)C)N=CC2NC(=O)OCC tert-butyl (S)-4-((4-chloro-3-((ethoxycarbonyl) amino) pyrazolo[1,5-a]pyridin-5-yl) methyl)-2-methylpiperazine-1-carboxylate